C12C(CC(C=C1)C2)CC[Si](OCC)(OCC)OCC 2-(bicyclo[2.2.1]hept-5-en-2-yl)ethyltriethoxysilane